[2-(2-ethoxy-6-methoxybenzoimidazol-1-yl)ethyl]acetamide C(C)OC1=NC2=C(N1CCCC(=O)N)C=C(C=C2)OC